C=1N=CN2C1C1=CC=CC=C1[C@H]2[C@H](C)O (S)-1-((S)-5H-imidazo[5,1-a]isoindol-5-yl)ethan-1-ol